Racemic-methyl 4-bromo-2-phenyl-5-(trifluoromethyl)-2,3-dihydrobenzofuran-2-carboxylate BrC1=C(C=CC2=C1C[C@](O2)(C(=O)OC)C2=CC=CC=C2)C(F)(F)F |r|